BrC1=C(C=CC(=C1)F)N1C=C(C=2C1=CN=CC2)C(=O)C2CCN(CC2)C(=O)[C@@H]2[C@H]1C[C@H]1CN2C(=O)OC(C)(C)C tert-Butyl (1S,2S,5R)-2-(4-(1-(2-bromo-4-fluorophenyl)-1H-pyrrolo[2,3-c]-pyridine-3-carbonyl)piperidine-1-carbonyl)-3-azabicyclo[3.1.0]hexane-3-carboxylate